C(C)N(C(=O)N)CC 1,1-Diethyl-urea